CC(CC(C1=NN=NN1C(C)(CC(C)(C)C)C)NC=1C=NC2=CC=CC=C2C1)(C)C N-(3,3-dimethyl-1-(1-(2,4,4-trimethylpentan-2-yl)-1H-tetrazol-5-yl)butyl)quinolin-3-amine